C(C)(C)(C)[Si](O[C@H]1CC(C2(C1)CCN(CC2)C(=O)OC(C)(C)C)=O)(C)C tert-butyl (R)-3-((tertbutyldimethylsilyl)oxy)-1-oxo-8-azaspiro[4.5]decane-8-carboxylate